N-((4,6-dimethyl-2-oxo-1,2-dihydropyridin-3-yl)methyl)-3-(((1r,4r)-4-(dimethylamino)cyclohexyl)(ethyl)amino)-2-methyl-5-(pyrazin-2-yl)benzamide TFA salt OC(=O)C(F)(F)F.CC1=C(C(NC(=C1)C)=O)CNC(C1=C(C(=CC(=C1)C1=NC=CN=C1)N(CC)C1CCC(CC1)N(C)C)C)=O